NC1=C(C=C(C=N1)C=1C=C(C(=O)NCCCN2CCOCC2)C=CC1)OC(C)C1=C(C(=CC=C1Cl)F)Cl 3-{6-amino-5-[1-(2,6-dichloro-3-fluoro-phenyl)-ethoxy]-pyridin-3-yl}-N-(3-morpholin-4-yl-propyl)-benzamide